(S)-8-((3S,5R)-4-propenoyl-3,5-dimethylpiperazin-1-yl)-11-(4-chlorothien-2-yl)-3-(pyrimidin-4-yloxy)-10-(trifluoromethyl)-3,4-dihydro-2H,6H-[1,4]thiazepino[2,3,4-ij]quinazolin-6-one C(C=C)(=O)N1[C@H](CN(C[C@H]1C)C1=NC(N2C3=C(C(=C(C=C13)C(F)(F)F)C=1SC=C(C1)Cl)SC[C@H](C2)OC2=NC=NC=C2)=O)C